3-cyclohexyl-1-(((4aR,6R,7R,8R,8aR)-8-(4-(2,3-difluoro-4-methylphenyl)-1H-1,2,3-triazol-1-yl)-7-methoxy-2,2-dimethylhexahydropyrano[3,2-d][1,3]dioxin-6-yl)methyl)imidazolidin-4-one C1(CCCCC1)N1CN(CC1=O)C[C@@H]1[C@@H]([C@H]([C@H]2OC(OC[C@H]2O1)(C)C)N1N=NC(=C1)C1=C(C(=C(C=C1)C)F)F)OC